tert-butyl (2R,3S,4S)-4-[(tert-butoxycarbonyl)oxy]-3-hydroxy-2-({4-[2-(trifluoromethyl)-1,3-thiazol-5-yl]phenyl}methyl)pyrrolidine-1-carboxylate C(C)(C)(C)OC(=O)O[C@@H]1[C@H]([C@H](N(C1)C(=O)OC(C)(C)C)CC1=CC=C(C=C1)C1=CN=C(S1)C(F)(F)F)O